S=C[C@@H](O)[C@H](O)[C@@H](O)[C@H](O)CO thioidose